tert-butyl 3-(bis(4-fluorophenyl)(hydroxy)methyl)piperidine-1-carboxylate FC1=CC=C(C=C1)C(C1CN(CCC1)C(=O)OC(C)(C)C)(O)C1=CC=C(C=C1)F